Ethyl-3-vinylimidazole C(C)C1=NC=CN1C=C